5-[6-[5-(6-methyl-2-pyridyl)-1H-imidazol-4-yl]-3-quinolyl]pyridine-2-carboxylic acid CC1=CC=CC(=N1)C1=C(N=CN1)C=1C=C2C=C(C=NC2=CC1)C=1C=CC(=NC1)C(=O)O